Cl[Cu]Cl The molecule is an inorganic chloride of copper in which the metal is in the +2 oxidation state. It has a role as an EC 5.3.3.5 (cholestenol Delta-isomerase) inhibitor. It is an inorganic chloride and a copper molecular entity. It contains a copper(2+).